OS(=O)(=O)OC1CN(CC1)C(=O)N 3-hydroxysulfonyloxy-1-pyrrolidinecarboxamide